C(CC(=O)C)(=O)OCCOC(CC(=O)C)=O ethane-1,2-diol bis(acetoacetate)